C(C)C1=C(CCC(C1)(C)CC)C 3,5-DIETHYL-2,5-DIMETHYL-2-CYCLOHEXEN